1-((1R,5R)-6-(7-(8-ethynyl-7-fluoronaphthalen-1-yl)-8-fluoro-1,6-naphthyridin-4-yl)-2,6-diazabicyclo[3.2.0]heptan-2-yl)prop-2-en-1-one C(#C)C=1C(=CC=C2C=CC=C(C12)C1=NC=C2C(=CC=NC2=C1F)N1[C@@H]2CCN([C@@H]2C1)C(C=C)=O)F